(S)-4-chloro-2-((3-(2-(4-fluorophenyl)-2-hydroxyethyl)-1,2,4-oxadiazol-5-yl)methyl)pyridazin-3(2H)-one ClC=1C(N(N=CC1)CC1=NC(=NO1)C[C@H](O)C1=CC=C(C=C1)F)=O